C1(=CC=CC=C1)C1=CC=C(C(=O)O[C@@H]([C@H]2OC([C@@H]([C@@H]2OC(C)=O)OC(C)=O)OC(C)=O)C2=CC=C(C=C2)Cl)C=C1 [(R)-(4-chlorophenyl)-[(2R,3R,4R)-3,4,5-triacetoxytetra-hydrofuran-2-yl]methyl] 4-phenylbenzoate